COC(=O)C1=NC=CC(=C1)NC(CC1=C(C=CC=C1)OC)=O 4-[[2-(2-methoxyphenyl)acetyl]amino]pyridine-2-carboxylic acid methyl ester